BrC=1N=CC=2N(C1)N=C(N2)NC2CCN(CC2)S(=O)(=O)C 6-bromo-N-(1-(methylsulfonyl)piperidin-4-yl)-[1,2,4]triazolo[1,5-a]pyrazin-2-amine